CC1CN(CC(N1CC(F)(F)F)C)C1=C(C=C(C(=N1)CC)NC1CC(C1)N)F N1-(6-(3,5-dimethyl-4-(2,2,2-trifluoroethyl)piperazin-1-yl)-2-ethyl-5-fluoropyridin-3-yl)cyclobutane-1,3-diamine